N1[C@@H](CC1)C(=O)N1C(C=2N(CC1)C(=C(N2)C2=CC(=C(C(=C2)F)F)F)NC2=NC=C(C=N2)Cl)(C)C (S)-azetidin-2-yl(3-((5-chloropyrimidin-2-yl)amino)-8,8-dimethyl-2-(3,4,5-trifluorophenyl)-5,6-dihydroimidazo[1,2-a]pyrazin-7(8H)-yl)methanone